(1S,2S)-N-(4-((6-cyclopropyl-8-(3-methyl-2,4-dioxoimidazolidin-1-yl)imidazo[1,2-a]pyridin-2-yl)methoxy)-6-methylpyridin-2-yl)-2-(4-methylpyrimidin-2-yl)cyclopropane-1-carboxamide C1(CC1)C=1C=C(C=2N(C1)C=C(N2)COC2=CC(=NC(=C2)C)NC(=O)[C@@H]2[C@H](C2)C2=NC=CC(=N2)C)N2C(N(C(C2)=O)C)=O